C(C)/C(=C(\C(=O)O)/O)/C(CCC1=CC(=CC(=C1)F)F)=O.FC=1C=C(C=C(C1)F)CCC(\C=C(\C(=O)OCC)/O)=O ethyl (Z)-6-(3,5-difluorophenyl)-2-hydroxy-4-oxohex-2-enoate (ethyl (Z)-6-(3,5-difluorophenyl)-2-hydroxy-4-oxohex-2-enoate)